ethyl 6-chloro-5-methyl-4-[(2,2,2-trichloroacetyl) carbamoylamino]pyridine-3-carboxylate ClC1=C(C(=C(C=N1)C(=O)OCC)NC(NC(C(Cl)(Cl)Cl)=O)=O)C